The molecule is a butan-4-olide that is dihydrofuran-2(3H)-one substituted by a methyl group at position 5. It has been found in the urine samples of humans exposed to n-hexane. It has a role as a flavouring agent and a human xenobiotic metabolite. CC1CCC(=O)O1